C12(CC(C1)C2)NC2=NC(=NC=C2)NC=2C(=CC(=C(C2)NC(C=C)=O)N(C)CCN(C)C)OC N-(5-((4-(bicyclo[1.1.1]pentan-1-ylamino)pyrimidin-2-yl)amino)-2-((2-(dimethylamino)ethyl)(methyl)amino)-4-methoxyphenyl)acrylamide